triethylborate C(C)OB(OCC)OCC